ethyl (±)-(4R)-2-(1-(4-isopropylphenyl)propan-2-yl)thiazolidine-4-carboxylate C(C)(C)C1=CC=C(C=C1)CC(C)C1SC[C@H](N1)C(=O)OCC